4-(N-(3,5-dicyclopropylbenzyl)-2-(2,3,4,6-tetrafluoro-N-(2-(trifluoromethyl)benzyl)phenylsulfonamido)acetamido)-3-ethoxybenzoic acid C1(CC1)C=1C=C(CN(C(CN(S(=O)(=O)C2=C(C(=C(C=C2F)F)F)F)CC2=C(C=CC=C2)C(F)(F)F)=O)C2=C(C=C(C(=O)O)C=C2)OCC)C=C(C1)C1CC1